2,4,6-tris(hydroxymethyl)phenol OCC1=C(C(=CC(=C1)CO)CO)O